ethylenediaminetetraacetic acid trisodium salt monohydrate O.[Na+].[Na+].[Na+].C(CN(CC(=O)[O-])CC(=O)[O-])N(CC(=O)O)CC(=O)[O-]